O[C@H]1[C@@H](CCCC1)N1CCN(CC2=C1N=NC(=C2C)C2=C(C=C(C=C2)C(F)(F)F)O)CC2=CC=C(C=C2)OC 2-{9-[(1R,2R)-2-hydroxycyclohexyl]-6-[(4-methoxyphenyl)methyl]-4-methyl-6,7,8,9-tetrahydro-5H-pyridazino[3,4-e][1,4]diazepin-3-yl}-5-(trifluoromethyl)phenol